OC[C@H](C)N1C=NC2=C(C1=O)C=C(N=C2C=2C=NNC2)C=2C=NC(=CC2)C(F)(F)F (S)-3-(1-hydroxypropan-2-yl)-8-(1H-pyrazol-4-yl)-6-(6-(trifluoromethyl)pyridin-3-yl)pyrido[3,4-d]pyrimidin-4(3H)-one